COC(\C=C\C1=C(N(C2=CC=CC=C12)C)C1=CC=CC=C1)=O (E)-3-(1-methyl-2-phenyl-1H-indol-3-yl)acrylic acid methyl ester